methyl (R)-1-(3-methoxy-4-(4-(3-methyl-4-(((1-phenylethoxy) carbonyl)amino)isoxazol-5-yl)piperidin-1-yl)phenyl)cyclopropane-1-carboxylate COC=1C=C(C=CC1N1CCC(CC1)C1=C(C(=NO1)C)NC(=O)O[C@H](C)C1=CC=CC=C1)C1(CC1)C(=O)OC